C(C1=CC=CC=C1)OC(=O)[C@@H]1N(C([C@H](C1)CC1=CC(=CC(=C1)OC)OC)=O)C(=O)O (2R,4S)-4-(3,5-dimethoxybenzyl)-5-oxopyrrolidine-1,2-dicarboxylic acid 2-benzyl ester